C1(=CC=CC=C1)C1=CC=2C3=CC(=C(C=C3C3=CC(=C(C=C3C2C=C1C1=CC=CC=C1)C1=CC=CC=C1)C1=CC=CC=C1)C1=CC=CC=C1)C1=CC=CC=C1 2,3,6,7,10,11-hexaphenyl-triphenylene